tert-butyl N-[(3R)-8-fluoro-7-[(Z)-N'-hydroxycarbamimidoyl]-4-oxo-5-[(4-triisopropylsilyloxyphenyl)methyl]-2,3-dihydro-1,5-benzothiazepin-3-yl]carbamate FC1=CC2=C(N(C([C@H](CS2)NC(OC(C)(C)C)=O)=O)CC2=CC=C(C=C2)O[Si](C(C)C)(C(C)C)C(C)C)C=C1/C(/N)=N/O